COC1(CCOCC1)CN[C@H]1[C@H](CCCC1)OC=1C=C2CN(C(C2=CC1)=O)C1C(NC(CC1)=O)=O 3-(5-(((1S,2R)-2-(((4-methoxytetrahydro-2H-pyran-4-yl)methyl)amino)cyclohexyl)oxy)-1-oxoisoindolin-2-yl)piperidine-2,6-dione